3-[[2-[tert-butoxycarbonyl(m-tolylmethyl)amino]acetyl]amino]-5-(3-ethylphenyl)pyridine-2-carboxylic acid C(C)(C)(C)OC(=O)N(CC(=O)NC=1C(=NC=C(C1)C1=CC(=CC=C1)CC)C(=O)O)CC=1C=C(C=CC1)C